N-(1-iminopentyl)-glycine N=C(CCCC)NCC(=O)O